O[C@H]1[C@H](CCCC1)NC1=NC=CC(=C1)C=1OC=C(N1)C(=O)OCC 1-Ethyl 2-[2-[[(1S,2R)-2-hydroxycyclohexyl]amino]-4-pyridyl]oxazole-4-carboxylate